2-(2-amino-5-nitrophenoxy)acetonitrile NC1=C(OCC#N)C=C(C=C1)[N+](=O)[O-]